[Si](C)(C)(C(C)(C)C)ON1[C@@H]2CC[C@H](N(C1=O)C2)C#N (2S,5R)-6-((tert-butyldimethylsilyl)oxy)-7-oxo-1,6-diazabicyclo[3.2.1]octan-2-carbonitrile